2-azido-2-(3-benzoylphenyl)-N-(3-methylpyridin-2-yl)propionamide N(=[N+]=[N-])C(C(=O)NC1=NC=CC=C1C)(C)C1=CC(=CC=C1)C(C1=CC=CC=C1)=O